3-amino-N-(2,6-difluorobenzyl)-5-(4-fluorophenyl)-6-(1-(oxetan-3-yl)-6-oxo-1,6-dihydropyridin-3-yl)pyrazine-2-carboxamide NC=1C(=NC(=C(N1)C1=CC=C(C=C1)F)C1=CN(C(C=C1)=O)C1COC1)C(=O)NCC1=C(C=CC=C1F)F